N1(C=NC=C1)CCCCCCOC(C(=C)C)=O 6-(1H-imidazol-1-yl)hexyl-methacrylate